[N+](=O)([O-])C=1C=CC(=NC1)C(=O)NC=1C=NC=CC1 5-nitro-N-(pyridin-3-yl)picolinamide